FC1=C(C(=CC=C1)C)C1=NOC(=N1)[C@H]1[C@@H](C1)C1=CC=C(C=C1)S(=O)(=O)N 4-{(1R,2R)-2-[3-(2-fluoro-6-methylphenyl)-1,2,4-oxadiazol-5-yl]cyclopropyl}benzenesulfonamide